Cl.N[C@@H](C(=O)OC)CO Methyl (R)-2-amino-3-hydroxypropionate hydrochloride